[Na+].C(CCC(=O)[O-])(=O)[O-].[Na+] succinic acid sodium Salt